ClC1=C2C=CNC2=CC(=C1)NC1=NC2=C(N1C)C=CC(=C2)C(F)(F)F N-(4-chloro-1H-indol-6-yl)-1-methyl-5-(trifluoromethyl)-1H-benzo[d]imidazol-2-amine